4-[3-[2,6-dichloro-4-(1-methylpyrazol-4-yl)benzoyl]-2,4-dihydro-1,3-benzoxazin-8-yl]-3-fluoro-2-methyl-6-morpholin-4-ylbenzoic acid ClC1=C(C(=O)N2COC3=C(C2)C=CC=C3C3=C(C(=C(C(=O)O)C(=C3)N3CCOCC3)C)F)C(=CC(=C1)C=1C=NN(C1)C)Cl